BrC1=CC=C(C=C1)[C@]12[C@](C3=NC=C(C=C3O1)Cl)([C@@H]([C@@H]([C@H]2C2=CC=CC=C2)CO)O)O |r| Rac-(5aR,6S,7S,8R,8aS)-5a-(4-bromophenyl)-3-chloro-7-(hydroxymethyl)-6-phenyl-5a,6,7,8-tetrahydro-8aH-cyclopenta[4,5]furo[3,2-b]pyridine-8,8a-diol